C(C)N(C(=O)[C@H]1CN([C@@H]2CC=3C4=C(C2=C1)C=CC=C4NC3)CCCF)CC (6aR,9R)-N,N-diethyl-7-(3-fluoropropyl)-4,6,6a,7,8,9-hexahydroindolo[4,3-fg]quinoline-9-carboxamide